C1(=CC=CC=C1)P(C1=CC=CC=C1)C1=CC=CC=C1.[Cl] chlorine (triphenylphosphine)